3-(3-(6-fluoro-1H-indol-3-yl)azetidin-1-yl)propanoic acid FC1=CC=C2C(=CNC2=C1)C1CN(C1)CCC(=O)O